FC1=C(C(=CC=C1)F)C1(CC1)N 1-(2,6-difluorophenyl)cyclopropanamine